6-methyl-N-(1-methylcyclopropyl)-5-[4-(pyridin-2-yl)piperazine-1-carbonyl]furo[2,3-d]pyrimidin-4-amine CC1=C(C2=C(N=CN=C2NC2(CC2)C)O1)C(=O)N1CCN(CC1)C1=NC=CC=C1